3-methoxy-4-{[3-(4-{[(1R,4R)-4-(dimethyl-amino)cyclohexyl]amino}-1-(2,2,2-trifluoroethyl)-1H-indol-2-yl)prop-2-yn-1-yl]amino}benzamide COC=1C=C(C(=O)N)C=CC1NCC#CC=1N(C2=CC=CC(=C2C1)NC1CCC(CC1)N(C)C)CC(F)(F)F